5-(6-((tert-butoxycarbonyl)amino)imidazo[1,2-a]pyridin-3-yl)thiophene-3-carboxylic acid methyl ester COC(=O)C1=CSC(=C1)C1=CN=C2N1C=C(C=C2)NC(=O)OC(C)(C)C